CC1=C(C=CC(=C1C)O)C(CCCCCCCCC)C1=C(C(=C(C=C1)O)C)C 1,1-bis(2,3-dimethyl-4-hydroxyphenyl)decane